indolone N-oxide [N+]=1(C(C=C2C=CC=CC12)=O)[O-]